1-(4-((4-(4-(1-(4-hydroxyphenyl)-2-phenylbut-1-en-1-yl)phenyl)piperazin-1-yl)methyl)phenyl)dihydropyrimidine-2,4(1H,3H)-dione OC1=CC=C(C=C1)C(=C(CC)C1=CC=CC=C1)C1=CC=C(C=C1)N1CCN(CC1)CC1=CC=C(C=C1)N1C(NC(CC1)=O)=O